COCC[N+]1(CCOCC1)C 4-(2-methoxyethyl)-4-methylmorpholinium